N-(4-(4-((1R,5S)-3-oxa-8-azabicyclo[3.2.1]octan-8-yl)-7H-pyrrolo[2,3-d]pyrimidin-6-yl)phenyl)-4-(((R)-3-((E)-4-methoxybut-2-enamido)piperidin-1-yl)methyl)picolinamide trifluoroacetate FC(C(=O)O)(F)F.[C@H]12COC[C@H](CC1)N2C=2C1=C(N=CN2)NC(=C1)C1=CC=C(C=C1)NC(C1=NC=CC(=C1)CN1C[C@@H](CCC1)NC(\C=C\COC)=O)=O